C1(CCC1)COC=1C=CC2=C(C(=C(O2)C)C(=O)O)C1 5-(cyclobutylmethoxy)-2-methylbenzofuran-3-carboxylic acid